rel-(2R,3S,4S,5R)-N-(3-carbamoylphenyl)-3-(3,4-difluoro-2-(((1R,3S)-3-hydroxycyclobutyl)methoxy)phenyl)-4,5-dimethyl-5-(trifluoromethyl)tetrahydrofuran-2-carboxamide C(N)(=O)C=1C=C(C=CC1)NC(=O)[C@@H]1O[C@]([C@H]([C@H]1C1=C(C(=C(C=C1)F)F)OCC1CC(C1)O)C)(C(F)(F)F)C |o1:12,14,15,16|